ClC1=CC=C2C(=CNC2=C1)S(=O)(=O)NC1=NC(=C(C(=N1)OC)C#CC)OC 6-chloro-N-(4,6-dimethoxy-5-prop-1-ynyl-pyrimidin-2-yl)-1H-indole-3-sulfonamide